N-(4-(3-chloro-4-cyanophenoxy)bicyclo[2.2.2]octan-1-yl)-4-(4-hydroxypiperidin-1-yl)benzamide ClC=1C=C(OC23CCC(CC2)(CC3)NC(C3=CC=C(C=C3)N3CCC(CC3)O)=O)C=CC1C#N